N-[(5-{4-[(1-methylpiperidin-4-yl)amino]-1-(2,2,2-trifluoroethyl)-1H-indol-2-yl}-1,3,4-thiadiazol-2-yl)methyl]-1H-pyrazole-5-carboxamide CN1CCC(CC1)NC1=C2C=C(N(C2=CC=C1)CC(F)(F)F)C1=NN=C(S1)CNC(=O)C1=CC=NN1